2-(5-Amino-2-azabicyclo[2.2.1]heptan-2-yl)-5-(4-chloro-2-methyl-2H-indazol-5-yl)-3-methyl-3,7-dihydro-4H-pyrrolo[2,3-d]pyrimidin-4-one NC1C2CN(C(C1)C2)C=2N(C(C1=C(N2)NC=C1C1=C(C2=CN(N=C2C=C1)C)Cl)=O)C